3-(6,8-dihydro-5H-[1,2,4]triazolo[3,4-c][1,4]oxazin-3-yl)-6-fluoro-1-(piperidin-3-yl)-1,4-dihydrothiochromeno[4,3-c]pyrazole 5,5-dioxide N=1N=C(N2C1COCC2)C=2C1=C(N(N2)C2CNCCC2)C=2C=CC=C(C2S(C1)(=O)=O)F